P(OC1=C(C=C(C=C1)C(C)(C)C)C(C)(C)C)(Cl)Cl [2,4-di-tert-butylphenyl] dichlorophosphite